C(C)S(=O)(=O)NC1=CC(=C(C(=O)NC2=NC(=CC=C2)N2C[C@H](OCC2)C)C=C1)N1CCC2(CC2)CC1 (R)-4-(Ethylsulfonamido)-N-(6-(2-methylmorpholino)pyridin-2-yl)-2-(6-azaspiro[2.5]octan-6-yl)benzamide